methyl (3S)-3-(4-methyl-2-(2-oxopyridin-1(2H)-yl)pentanamido)-3-(2'-methyl-[1,1'-biphenyl]-3-yl)propanoate CC(CC(C(=O)N[C@@H](CC(=O)OC)C=1C=C(C=CC1)C1=C(C=CC=C1)C)N1C(C=CC=C1)=O)C